OC1=C(C=CC(=C1)O)C(CCC(=O)OC(C)C)C propan-2-yl 4-(2,4-dihydroxyphenyl)pentanoate